ClC=1C=CC(=NC1)C=1C(=NN(C1)C)C(=O)N1CC(O[C@H]([C@H]1CNC1=NC=C(N=C1)C(F)(F)F)C)(F)F (4-(5-Chloropyridin-2-yl)-1-methyl-1H-pyrazol-3-yl)((5R,6S)-2,2-difluoro-6-methyl-5-(((5-(trifluoromethyl)pyrazin-2-yl)amino)methyl)morpholino)methanone